ClC1=C(C(=CC=C1Cl)O)[C@@H]1CC(N(C1)C[C@@H](C)O)=O (S)-4-(2,3-dichloro-6-hydroxyphenyl)-1-((R)-2-hydroxypropyl)pyrrolidin-2-one